COC1=C(C(=CC=C1)C)N1N=C(C(=C1)[C@H](CC(=O)OCC)N[S@](=O)C(C)(C)C)C(F)(F)F ethyl (3S)-3-[1-(2-methoxy-6-methylphenyl)-3-(trifluoromethyl)pyrazol-4-yl]-3-{[(R)-2-methylpropane-2-sulfinyl]amino}propanoate